FC(C)(F)C1=C(C=C(C=C1)CC(=O)OCC)F ethyl 2-(4-(1,1-difluoroethyl)-3-fluorophenyl)acetate